C(#N)C1=CC(=NC(=C1)OCC1=C(C=C(C=C1)C#N)F)C1=CC(=C(CC2=NC3=C(N2CCOC)C=C(C=C3)C(=O)O)C=C1)F 2-(4-(4-cyano-6-((4-cyano-2-fluorobenzyl)oxy)pyridin-2-yl)-2-fluorobenzyl)-1-(2-methoxyethyl)-1H-benzo[d]imidazole-6-carboxylic acid